C(#N)C=1C=NN2C1C(=CC(=C2)C=2C=NN(C2)C)N2CCC(CC2)C(=O)NCC=2C=NC(=CC2)N2N=CC(=C2)F 1-(3-cyano-6-(1-methyl-1H-pyrazol-4-yl)pyrazolo[1,5-a]pyridin-4-yl)-N-((6-(4-fluoro-1H-pyrazol-1-yl)pyridin-3-yl)methyl)piperidine-4-carboxamide